C1(=CC=CC=C1)C=1SC=C(N1)C=1C(OC2=CC=CC=C2C1)=O 3-(2-phenyl-thiazol-4-yl)-chromen-2-one